5-Fluoro-2-((pyrazolo[1,5-a]pyrimidine-3-carboxamido)methyl)benzofuran-7-carboxylic acid FC=1C=C(C2=C(C=C(O2)CNC(=O)C=2C=NN3C2N=CC=C3)C1)C(=O)O